bis(2,6-dimethoxybenzoyl-2,4,4-trimethyl-pentyl)phosphine oxide COC1=C(C(=O)C(C(CC(C)(C)C)C)P(C(C(CC(C)(C)C)C)C(C2=C(C=CC=C2OC)OC)=O)=O)C(=CC=C1)OC